NC1=C(C=CC(=C1)Cl)N(S(=O)(=O)C)C N-(2-amino-4-chlorophenyl)-N-methyl-methanesulfonamide